tert-butyl (6-((2-methyl-6-(8-oxa-2-azaspiro[4.5]decan-2-yl)pyridin-3-yl)amino)spiro[3.3]heptan-2-yl)carbamate CC1=NC(=CC=C1NC1CC2(CC(C2)NC(OC(C)(C)C)=O)C1)N1CC2(CC1)CCOCC2